4-bromo-3-(trifluoromethyl)phenol BrC1=C(C=C(C=C1)O)C(F)(F)F